C(C(=O)C)C1(CC=CCC1O)C(=O)O acetonyl-6-hydroxy-3-cyclohexene-1-carboxylic acid